(1R,2S,5R)-2-isopropyl-5-methylcyclohexyl-3-fluoropropionate C(C)(C)[C@H]1[C@@H](C[C@@H](CC1)C)OC(CCF)=O